ClC=1C=C2C(C(=CN(C2=CC1N1[C@H](CCC1)COC1=NC=CC=C1Cl)C=1C=NC(=CC1)NC(C)=O)C(=O)OCC)=O ethyl 6-chloro-7-[(2R)-2-{[(3-chloropyridin-2-yl) oxy]methyl} pyrrolidin-1-yl]-1-(6-acetamidopyridin-3-yl)-4-oxo-1,4-dihydroquinoline-3-carboxylate